ClC1=NC2=CC(=CC=C2C(=C1C(=O)OCC)Cl)C1CCC1 ethyl 2,4-dichloro-7-cyclobutylquinoline-3-carboxylate